NC1=NC=2C=C(C=CC2C2=C1N=C(N2CC(C)(O)C)COC2CC2)CC2=CC(=CC=C2)CN 1-(4-amino-7-(3-(aminomethyl)benzyl)-2-(cyclopropoxymethyl)-1H-imidazo[4,5-c]quinolin-1-yl)-2-methylpropan-2-ol